N,N-dipentyl-benzenamine C(CCCC)N(C1=CC=CC=C1)CCCCC